FC=1C=C(C=CC1C1=NOC(=N1)C(F)(F)F)COC=1C=C(C=CC1)CN 1-[3-({3-fluoro-4-[5-(trifluoromethyl)-1,2,4-oxadiazol-3-yl]phenyl}methoxy)phenyl]methanamine